CC1=C(C=C(C=C1)N(C(=O)NC)C)N(C(=O)NC)C tolylenbis(dimethylurea)